ethylene glycol dioleyl ether C(CCCCCCC\C=C/CCCCCCCC)OCCOCCCCCCCC\C=C/CCCCCCCC